C(C1=CC=CC=C1)NC([C@@H]([C@@H](C=C)OCC1=CC=CC2=CC=CC=C12)C1=CC=C(C=C1)C)=O (2R,3R)-N-benzyl-3-(naphthalene-1-ylmethoxy)-2-(p-tolyl)pent-4-enamide